N-(6-aminohexyl)-5-chloronaphthalene-1-sulfonamide NCCCCCCNS(=O)(=O)C1=CC=CC2=C(C=CC=C12)Cl